naphthaleneformate C1(=CC=CC2=CC=CC=C12)C(=O)[O-]